F\C(\CO)=C(/CC\C=C(\CC\C=C(\CCC=C(C)C)/C)/C)\C (2Z,6E,10E)-2-fluoro-3,7,11,15-tetramethylhexadeca-2,6,10,14-tetraen-1-ol